(R)-2-(4-(4-((3-methyl-4-((1-methyl-1H-benzo[d][1,2,3]triazol-5-yl)oxy)phenyl)amino)pyrido[3,2-d]pyrimidin-6-yl)piperazin-2-yl)acetonitrile CC=1C=C(C=CC1OC1=CC2=C(N(N=N2)C)C=C1)NC=1C2=C(N=CN1)C=CC(=N2)N2C[C@H](NCC2)CC#N